C(C1CCC(CC1)NC(=O)OCCOCC[N+](CCCCCCCCCCCCCCCC)(C)C)C1CCC(CC1)NC(=O)OCCOCC[N+](CCCCCCCCCCCCCCCC)(C)C N,N'-(((((((Methylenebis(cyclohexane-4,1-diyl))bis(azanediyl))bis(carbonyl))bis(oxy))bis(ethane-2,1-diyl))bis(oxy))bis(ethane-2,1-diyl))bis(N,N-dimethylhexadecane-1-aminium)